FC(OC1=C(C=CC(=C1F)F)[C@H]1[C@@H](O[C@]([C@H]1C)(C(F)(F)F)C)C(=O)NC1=CC(=NC=C1C)C(=O)N)F (2R,3S,4S,5R)-4-[[3-[2-(Difluoromethoxy)-3,4-difluorophenyl]-4,5-dimethyl-5-(trifluoromethyl)tetrahydrofuran-2-carbonyl]-amino]-5-methyl-pyridin-2-carboxamid